CN(/C=C(/C(=O)C1=CC=C(C2=CC=CC=C12)OC)\C1=C(C=CC=C1)Cl)C (E)-3-(dimethylamino)-1-(4-methoxynaphthalen-1-yl)-2-(2-chlorophenyl)prop-2-en-1-one